5-bromo-2-methyl-1H-imidazo[4,5-b]pyridine BrC1=CC=C2C(=N1)N=C(N2)C